NC(CCC(C[Si](OC)(OC)OC)N)C gamma-beta-aminopropyl-beta-aminopropyltrimethoxysilane